FC1=C(CNC2=NC(=NC=C2C(=O)N)NC=2C=NN(C2)CCCCCCOC)C(=CC=C1)OC 4-((2-fluoro-6-methoxybenzyl)amino)-2-((1-(6-methoxyhexyl)-1H-pyrazol-4-yl)amino)pyrimidin-5-carboxamide